tetratridecyl-4,4'-butylidenebis(2-tert-butyl-5-methylphenol) diphosphite OP(O)OP(O)O.C(CCCCCCCCCCCC)C(C(C(C1=CC(=C(C=C1C)O)C(C)(C)C)(C1=CC(=C(C=C1C)O)C(C)(C)C)CCCCCCCCCCCCC)(CCCCCCCCCCCCC)CCCCCCCCCCCCC)C